O=C1NC(CCC1N1C(C2=CC=CC(=C2C1=O)NC1CCC(CC1)C(=O)N1C[C@H](CC1)C(=O)O)=O)=O (3S)-1-((1r,4S)-4-((2-(2,6-dioxopiperidin-3-yl)-1,3-dioxoisoindolin-4-yl)amino)cyclohexane-1-carbonyl)pyrrolidine-3-carboxylic acid